C(CCC)N(C1=NN(NC(=C1)N(C1CC(N(C(C1)(C)C)C)(C)C)CCCC)NCCCN(CCN(CCCNN1NC(=CC(=N1)N(C1CC(N(C(C1)(C)C)C)(C)C)CCCC)N(C1CC(N(C(C1)(C)C)C)(C)C)CCCC)N1NC(=CC(=N1)N(C1CC(N(C(C1)(C)C)C)(C)C)CCCC)N(C1CC(N(C(C1)(C)C)C)(C)C)CCCC)N1NC(=CC(=N1)N(C1CC(N(C(C1)(C)C)C)(C)C)CCCC)N(C1CC(N(C(C1)(C)C)C)(C)C)CCCC)C1CC(N(C(C1)(C)C)C)(C)C N,N',N'',N'''-tetrakis(4,6-bis(butyl-(N-methyl-2,2,6,6-tetramethylpiperidin-4-yl)amino)-triazin-2-yl)-4,7-diazadecane-1,10-diamine